ethyl 5-[(11R)-6-(2,6-dimethylphenyl)-11-(2,2-dimethylpropyl)-2,2,13-trioxo-9-oxa-2λ6-thia-3,5,12,19-tetraazatricyclo[12.3.1.14,8]nonadeca-1(18),4,6,8(19),14,16-hexaen-12-yl]pentanoate CC1=C(C(=CC=C1)C)C=1N=C2NS(C=3C=CC=C(C(N([C@@H](COC(C1)=N2)CC(C)(C)C)CCCCC(=O)OCC)=O)C3)(=O)=O